FC(C#C)(F)OCCOCC1=CC=C(C=C1)OC 1-((2-((1,1-difluoroprop-2-yn-1-yl)oxy)ethoxy)methyl)-4-methoxybenzene